2-bromo-N-((6-cyclopropyl-8-((methylamino)methyl)imidazo[1,2-a]pyridin-2-yl)methyl)pyridin-4-amine BrC1=NC=CC(=C1)NCC=1N=C2N(C=C(C=C2CNC)C2CC2)C1